2,6-dichloro-4-methoxy-1H-benzo[d]imidazole ClC1=NC2=C(N1)C=C(C=C2OC)Cl